ClC1=CC(=NC(=N1)C1=CC=CC=C1)C1=CC=C(C=C1)C1=CC=CC=2C3=CC=CC=C3NC12 (4-(6-chloro-2-phenylpyrimidin-4-yl)phenyl)-9H-carbazole